OC=1C=C2C=CC=NC2=C(C1)NS(=O)(=O)C1=NC=CC=C1 N-(6-hydroxy-quinolin-8-yl)pyridine-2-sulfonamide